N1=CC=C(C=C1)C1N(CCNC1)C(=O)OC(C)(C)C tert-butyl 2-(pyridin-4-yl)piperazine-1-carboxylate